C(C)C1(CCC2(OCCO2)CC1)C(=O)OCC ethyl 8-ethyl-1,4-dioxaspiro[4.5]decane-8-carboxylate